N-(4-chloro-1-methyl-3-(trifluoromethyl)-1H-pyrazol-5-yl)-2-((3-chlorophenyl)amino)benzamide ClC=1C(=NN(C1NC(C1=C(C=CC=C1)NC1=CC(=CC=C1)Cl)=O)C)C(F)(F)F